N1=C(N=CC=C1C(=O)Cl)C(=O)Cl Pyrimidin-2,6-dicarbonylchlorid